4-amino-5-[2-[2,6-difluoro-4-(methylamino)phenyl]ethynyl]-7-[(2R,3R,4S,5R)-3,4-dihydroxy-5-[(sulfamoylamino)methyl]tetrahydrofuran-2-yl]pyrrolo[2,3-d]pyrimidine NC=1C2=C(N=CN1)N(C=C2C#CC2=C(C=C(C=C2F)NC)F)[C@@H]2O[C@@H]([C@H]([C@H]2O)O)CNS(N)(=O)=O